Cl.NNC(=O)N N-aminourea HCl salt